5-((2,6-dichlorobenzyl)oxy)-2,3-dihydro-1H-inden-1-one ClC1=C(COC=2C=C3CCC(C3=CC2)=O)C(=CC=C1)Cl